N-[3-[4-methyl-6-(methylamino)pyridin-3-yl]-1H-pyrrolo[2,3-b]pyridin-6-yl]cyclopropanecarboxamide CC1=C(C=NC(=C1)NC)C1=CNC2=NC(=CC=C21)NC(=O)C2CC2